4-Methyl-3-phenyl-1-pentanone CC(C(CC=O)C1=CC=CC=C1)C